(3-(pyridin-2-yl)-2H-chromen-2-oic acid) iridium (iii) [Ir+3].N1=C(C=CC=C1)C=1C(OC2=CC=CC=C2C1)C(=O)O